4-butyl-2-(3-t-butyl-2-hydroxyphenyl)-5-methylimidazole C(CCC)C=1N=C(NC1C)C1=C(C(=CC=C1)C(C)(C)C)O